N-(((2S,4R)-4-(aminomethyl)pyrrolidin-2-yl)methyl)-6-(4-fluorophenyl)-1H-indole-2-carboxamide hydrochloride Cl.NC[C@H]1C[C@H](NC1)CNC(=O)C=1NC2=CC(=CC=C2C1)C1=CC=C(C=C1)F